ClC1=NN(C=C1C1=NC=CC(=N1)NC=1N=CC2=C(C=CC(=C2C1)C(C)C)N1[C@@H]([C@H](C1)CS(=O)(=O)C)C)CC(C)OC N-(2-(3-chloro-1-(2-methoxypropyl)-1H-pyrazol-4-yl)pyrimidin-4-yl)-5-isopropyl-8-((2R,3S)-2-methyl-3-((methanesulfonyl)methyl)azetidin-1-yl)isoquinolin-3-amine